N-[[6-(3,3-dimethylbutyl)-6-azaspiro[2.5]octan-2-yl]methyl]-6-[(E)-2-(p-tolyl)vinyl]pyridazin-3-amine CC(CCN1CCC2(C(C2)CNC=2N=NC(=CC2)\C=C\C2=CC=C(C=C2)C)CC1)(C)C